ClC1=C(C=CC(=C1)Cl)[C@H]1[C@@H](C12C(C1=CC=CC=C1C2=O)=O)C(=O)OC methyl (2S,3S)-3-(2,4-dichlorophenyl)-1',3'-dioxo-1',3'-dihydrospiro[cyclopropane-1,2'-indene]-2-carboxylate